bromopenicillanic acid BrCC1(S[C@H]2N([C@H]1C(=O)O)C(C2)=O)C